C1(CC1)C=1OC=C(N1)C(=O)OCCCN1N=C(C=2C(NCC3(CCOCC3)CC21)=O)CC 3-(3-ethyl-4-oxo-spiro[6,8-dihydro-5H-pyrazolo[4,3-c]azepine-7,4'-tetrahydropyran]-1-yl)propyl 2-cyclopropyloxazole-4-carboxylate